O1CCN(CC1)CCCN(CCO)CCO 3-morpholino-N,N-bis(2-hydroxyethyl)propylamine